FC=1C=C(CC2NCCCC2)C=C(C1)OC 2-(3-Fluoro-5-methoxybenzyl)piperidine